(R)-2-amino-3-(benzyloxy)-N-methoxy-N-methylpropanamide N[C@@H](C(=O)N(C)OC)COCC1=CC=CC=C1